O=C1NC(CCC1N1C(C2=CC=C(C=C2C1=O)N1CCC(CC1)CN1CCS(CC1)(=O)=NCC1CCN(CC1)C(=O)OCC1=CC=CC=C1)=O)=O benzyl 4-[[[4-[[1-[2-(2,6-dioxo-3-piperidyl)-1,3-dioxo-isoindolin-5-yl]-4-piperidyl]methyl]-1-oxo-1,4-thiazinan-1-ylidene]amino]methyl]piperidine-1-carboxylate